ClC1=C(C(=O)[O-])C=CC=C1 2-chloro-benzoate